2-(5-fluoro-2-methoxyphenyl)-2-(methoxyimino)ethyl-5-methyl-3-(methyl(thiophen-2-ylmethyl)amino)-6-(2H-1,2,3-triazol-2-yl)thieno[2,3-d]pyrimidine-2,4(1H,3H)-dione FC=1C=CC(=C(C1)C(CN1C(N(C(C2=C1SC(=C2C)N2N=CC=N2)=O)N(CC=2SC=CC2)C)=O)=NOC)OC